methyl 2,4-difluorobenzoyl-1H-pyrrole-2-carboxylate FC1=C(C(=O)N2C(=CC=C2)C(=O)OC)C=CC(=C1)F